C1=CC=CCCCC1.[Ir] Iridium (cyclooctadiene)